ClC=1N=C(C2=C(N1)C(=CN2COCC[Si](C)(C)C)F)OCC2=CC(=C(C=C2)C=2N(C=C(N2)C(F)(F)F)C)F 2-[[2-chloro-7-fluoro-4-[[3-fluoro-4-[1-methyl-4-(trifluoromethyl)imidazol-2-yl]phenyl]methoxy]pyrrolo[3,2-d]pyrimidin-5-yl]methoxy]ethyl-trimethyl-silane